(2S,αS)-2-methylbutyl-1-naphthylethylamine C[C@H](CNCCC1=CC=CC2=CC=CC=C12)CC